Ethyl (2Z)-3-[[(4-methoxyphenyl)methyl]amino]but-2-enoate COC1=CC=C(C=C1)CN\C(=C/C(=O)OCC)\C